O1C2=C(C=CC1=O)C=CC=CC=C2 CYCLOOCTA[B]PYRAN-2-ONE